C(#N)[C@H]1N(CCC1)C(CN1C[C@H](CC1)C=1OC2=C(C1C(=O)N)C=C(C=C2)F)=O ((S)-1-(2-((S)-2-cyanopyrrolidin-1-yl)-2-oxoethyl)pyrrolidin-3-yl)-5-fluorobenzofuran-3-carboxamide